Cl.CC=1NC2=C(N1)C=C(C=C2)N 2-methyl-6-aminobenzimidazole hydrochloride